CC1=C(C=C(C(=O)OC)C=C1)C1OCCC1 methyl 4-methyl-3-(tetrahydrofuran-2-yl)benzoate